C(=O)([Fe](=S)=S)[Fe] carbonyl-di-iron disulfide